methyl 3-oxo-1-thia-8-azaspiro[4.5]decane-4,8-dicarboxylate O=C1CSC2(C1C(=O)OC)CCN(CC2)C(=O)[O-]